FC1=C(C(=CC(=C1)C(=O)OC)F)CC(=O)O 2-(2,6-difluoro-4-(methoxycarbonyl)phenyl)acetic acid